Zirconium(IV) Sulfat S(=O)(=O)([O-])[O-].[Zr+4].S(=O)(=O)([O-])[O-]